Cl(=O)(=O)(=O)[O-].[Sn+4].Cl(=O)(=O)(=O)[O-].Cl(=O)(=O)(=O)[O-].Cl(=O)(=O)(=O)[O-] tin (IV) perchlorate